7-bromo-8-chloro-6-iodo-2-methylquinazolin-4-yl 2,4,6-triisopropylbenzenesulfonate C(C)(C)C1=C(C(=CC(=C1)C(C)C)C(C)C)S(=O)(=O)OC1=NC(=NC2=C(C(=C(C=C12)I)Br)Cl)C